CC(C)(C)C1=NC=CC(=C1)C(=O)N1C2CC2CC1C(=O)N 2-((2-(2-methyl-2-propyl)-4-pyridinyl)carbonyl)-2-azabicyclo[3.1.0]hexane-3-carboxamide